[Si](C)(C)(C(C)(C)C)OCCC(O)C1=CC=CC=C1 3-((tert-butyldimethylsilyl)oxy)-1-phenyl-1-propanol